bis(4-ethynylphenyl)methanone C(#C)C1=CC=C(C=C1)C(=O)C1=CC=C(C=C1)C#C